(3-bromopropyl)trimethoxysilane BrCCC[Si](OC)(OC)OC